6,6-Difluoro-3,3-dimethyl-2-((phenoxycarbonyl)amino)hexanoic acid FC(CCC(C(C(=O)O)NC(=O)OC1=CC=CC=C1)(C)C)F